4-(trifluoromethyl)nicotinic acid nitrogen [N].FC(C1=CC=NC=C1C(=O)O)(F)F